CN1N=NC(=C1C=1C=C2C(=NC1)C1=C(N2C(C)C2=C(C=C(C=C2C)F)C)C(=NN1C)C(=O)OC)C methyl 6-(1,4-dimethyl-1H-1,2,3-triazol-5-yl)-4-(1-(4-fluoro-2,6-dimethylphenyl) ethyl)-1-methyl-1,4-dihydropyrazolo[3',4':4,5]pyrrolo[3,2-b]pyridine-3-carboxylate